ClC[C@@H](COC1=C(C=C(C=C1Cl)C(C)(C)C1=CC=C(C=C1)OC[C@@H](CS(=O)(=O)CC)O)Cl)O (R)-1-chloro-3-(2,6-dichloro-4-(2-(4-((S)-2-hydroxy-3-(ethylsulfonyl)propoxy)phenyl)propan-2-yl)phenoxy)propan-2-ol